COC=1C2=C(N=C(N1)NC1=CC=C(C=C1)CN1CCN(CC1)C)NC=C2C=2C=C(C(=O)N(C)C)C=CC2 3-(4-methoxy-2-((4-((4-methylpiperazin-1-yl)methyl)phenyl)amino)-7H-pyrrolo[2,3-d]pyrimidin-5-yl)-N,N-dimethylbenzamide